barium 1,2-cyclohexanedicarboxylate C1(C(CCCC1)C(=O)[O-])C(=O)[O-].[Ba+2]